CC1(NC2=C(C=CC=C2N(C1)C)C)C 2,2,4,8-tetramethyl-1,3-dihydroquinoxaline